cyclopentane-1,2,3,4-tetracarboxylic acid diimide C1(C(C(C(C1)C(=O)O)C(=O)O)C(O)=N)C(O)=N